2-ethenylOxazoline C(=C)C=1OCCN1